1-methyl-2-((6-(trifluoromethoxy)benzo[d]oxazol-2-yl)amino)-1H-benzo[d]imidazole-5-carboxylic acid ethyl ester C(C)OC(=O)C1=CC2=C(N(C(=N2)NC=2OC3=C(N2)C=CC(=C3)OC(F)(F)F)C)C=C1